1-(tert-butoxycarbonyl)-5-phenylpyrrolidine-2-carboxylic acid C(C)(C)(C)OC(=O)N1C(CCC1C1=CC=CC=C1)C(=O)O